4-(4-chlorophenyl)-5-methyl-N-(1-methylpiperidin-3-yl)pyrido[3,4-d]pyridazin-1-amine ClC1=CC=C(C=C1)C=1N=NC(=C2C1C(=NC=C2)C)NC2CN(CCC2)C